penta(trimethylsiloxy)flavan-3-ol C[Si](OC1=C2C(C(C(OC2=CC=C1)(C1=CC=CC=C1)O[Si](C)(C)C)(O)O[Si](C)(C)C)(O[Si](C)(C)C)O[Si](C)(C)C)(C)C